ClC=1C=NC(=C(C(=O)NC2CCC(CC2)CN2C(N(C3=C2C=CC=C3)C=3C=NC(=CC3C#N)C)=O)C1)C 5-chloro-N-((1r,4r)-4-((3-(4-cyano-6-methylpyridin-3-yl)-2-oxo-2,3-dihydro-1H-benzo[d]imidazol-1-yl)methyl)cyclohexyl)-2-methylnicotinamide